C1(CC1)C1=NC=NC(=C1C1=NC=C(C(=N1)NCC1=CC(=C(C=C1)C=1N(C=C(N1)C(F)(F)F)C)F)C(C)=O)OC 1-(4'-Cyclopropyl-4-((3-fluoro-4-(1-methyl-4-(trifluoromethyl)-1H-imidazol-2-yl)benzyl)Amino)-6'-methoxy-[2,5'-bipyrimidin]-5-yl)ethan-1-one